2-chloro-N-((1-(4-((1-cyclohexylpiperidin-4-yl)amino)-6,7-dimethoxyquinazolin-2-yl)pyrrolidin-3-yl)methyl)acetamide ClCC(=O)NCC1CN(CC1)C1=NC2=CC(=C(C=C2C(=N1)NC1CCN(CC1)C1CCCCC1)OC)OC